(1R,2S)-N-(3-(5-(3,3-difluoroazetidin-1-yl)-2H-pyrazolo[3,4-b]Pyridin-2-yl)-4-fluorophenyl)-2-fluorocyclopropane-1-carboxamide FC1(CN(C1)C1=CC=2C(N=C1)=NN(C2)C=2C=C(C=CC2F)NC(=O)[C@@H]2[C@H](C2)F)F